5-(Methylsulfonyl)-2'-(5-(trifluoromethyl)-1H-imidazol-2-yl)-3,4'-bipyridin CS(=O)(=O)C=1C=C(C=NC1)C1=CC(=NC=C1)C=1NC(=CN1)C(F)(F)F